potassium carboxy phenyl sulfone C1(=CC=CC=C1)S(=O)(=O)C(=O)O.[K]